N-((S or R,E)-1-cyclopropyl-3-((S or R)-N,S-dimethylsulfonimidoyl)allyl)-2-(1,1-difluoroethyl)-4-phenoxypyrimidine-5-carboxamide C1(CC1)[C@@H](\C=C\[S@](=O)(=NC)C)NC(=O)C=1C(=NC(=NC1)C(C)(F)F)OC1=CC=CC=C1 |o1:3,6|